3-(hydroxymethyl)-bicyclo[1.1.1]Pentane-1-carbonitrile OCC12CC(C1)(C2)C#N